2-methylpropan-2-yl {[(7R)-5-[5-nitro-1-(propan-2-yl) benzo[d][1,2,3]triazol-4-yl]-5-azaspiro[2.4]hept-7-yl] amino}carboxylate [N+](=O)([O-])C1=C(C2=C(N(N=N2)C(C)C)C=C1)N1CC2(CC2)[C@H](C1)NC(=O)OC(C)(C)C